3-((3-(2-oxa-6-azaspiro[3.3]heptan-6-yl)-1-oxa-8-azaspiro[4.5]decan-8-yl)sulfonyl)-4-chlorobenzonitrile C1OCC12CN(C2)C2COC1(C2)CCN(CC1)S(=O)(=O)C=1C=C(C#N)C=CC1Cl